C(C)N1CCN(CC1)C1=C(C=C(C=N1)CC1=NN2C(C(=N1)N)=NC=C2)C (6-(4-ethylpiperazin-1-yl)-5-methylpyridin-3-ylmethyl)imidazo[2,1-f][1,2,4]triazin-4-amine